O1C(OCC1)CCC1(CCC(CC1)(C)C)OC(C)=O Acetic acid 1-(2-(1,3-dioxolan-2-yl) ethyl)-4,4-dimethylcyclohexyl ester